(5-(1-benzyl-5-(trifluoromethyl)-1H-pyrazol-3-yl)-1-oxoisoindolin-2-yl)-1-(4-methoxybenzyl)piperidine-2,6-dione C(C1=CC=CC=C1)N1N=C(C=C1C(F)(F)F)C=1C=C2CN(C(C2=CC1)=O)C1C(N(C(CC1)=O)CC1=CC=C(C=C1)OC)=O